1-(2-chloro-7,8-dihydro-1,6-naphthyridin-6(5H)-yl)-3-hydroxy-3-methylbutan-1-one ClC1=NC=2CCN(CC2C=C1)C(CC(C)(C)O)=O